1-(4-methoxyphenyl)-7-oxo-6-[4-(2-oxo-1-piperidinyl)phenyl]-1H-pyrazolo[3,4-c]pyridine-3-carboxamide COC1=CC=C(C=C1)N1N=C(C2=C1C(N(C=C2)C2=CC=C(C=C2)N2C(CCCC2)=O)=O)C(=O)N